4-(4-methoxyphenyl)piperidine-4-carboxylic acid COC1=CC=C(C=C1)C1(CCNCC1)C(=O)O